FC(CC[C@H](O)C1=NC=C(C(=C1)C)C=1N=CC2=CC(=NC=C2C1)NC)(F)F (S)-4,4,4-trifluoro-1-(4-methyl-5-(7-(methylamino)-2,6-naphthyridin-3-yl)pyridin-2-yl)butan-1-ol